Cl.O=C1NC(CC[C@H]1NC1=CC=C(C=C1)C1CCN(CC1)CC(=O)O)=O |r| 2-[4-[4-[[(3RS)-2,6-Dioxo-3-piperidyl]amino]phenyl]-1-piperidyl]acetic acid hydrochloride salt